(5H-imidazo[5,1-a]isoindol-5-yl)ethane-1,2-diol C=1N=CN2C1C1=CC=CC=C1C2C(CO)O